3-((2-amino-4-(3,5-dimethylisoxazol-4-yl)phenyl)amino)tetrahydro-2H-thiopyran 1,1-dioxide NC1=C(C=CC(=C1)C=1C(=NOC1C)C)NC1CS(CCC1)(=O)=O